3-chloro-N-pyridylindoline ClC1CN(C2=CC=CC=C12)C1=NC=CC=C1